FC=1C=CC(=C(C(=O)N)C1)F 5-fluoro-2-fluorobenzamide